[N+](=O)([O-])C=1C(=NC=CC1)N[C@@H]1C[C@@H](CCC1)NC(OC(C)(C)C)=O tert-Butyl ((1R,3S)-3-((3-nitropyridin-2-yl)amino)cyclohexyl)carbamate